C(C)C1(COC1)COCOCC(C)C isobutoxymethyl (3-ethyl-3-oxetanylmethyl) ether